C(C1=CC=CC=C1)CN(C(=O)OCCSSC1=NC=C(C=C1)[N+](=O)[O-])CC1=C(C=CC=C1)OP(=O)(OC(C)(C)C)OC(C)(C)C 2-((5-nitropyridin-2-yl)dithio)ethanol benzyl-N-[(2-ditert-butoxyphosphoryloxyphenyl)methyl]-N-methyl-carbamate